[Bi].[Sb].[As] arsenic-antimony bismuth